tert-Butyl (S)-4-((4-(2,2-difluoroethyl)-2-(4-(methoxycarbonyl)-3-(oxetan-3-yloxy)phenyl)piperazin-1-yl)methyl)-5-methoxy-7-methyl-1H-indole-1-carboxylate FC(CN1C[C@@H](N(CC1)CC1=C2C=CN(C2=C(C=C1OC)C)C(=O)OC(C)(C)C)C1=CC(=C(C=C1)C(=O)OC)OC1COC1)F